BrC=1C=C(C2=C(C=C(O2)C(C)(C)N)C1)Cl 2-(5-bromo-7-chlorobenzofuran-2-yl)propan-2-amine